ClCC1=NC2=C(N1CCOC)C=C(C(=C2F)NC2=CC=CC=C2)C(=O)OC methyl 2-(chloromethyl)-4-fluoro-1-(2-methoxyethyl)-5-(phenylamino)-1H-benzo[d]imidazole-6-carboxylate